C(C)(C)N1N=C(N=C1C1=CC=C(C#N)C=C1)C(F)(F)F 4-(1-isopropyl-3-(trifluoromethyl)-1H-1,2,4-triazol-5-yl)benzonitrile